ClC=1C(=C(C=C(C1OCC(C)=O)C)C=1C(CCNN1)C)F 6-[3-chloro-2-fluoro-5-methyl-4-(2-oxopropoxy)phenyl]-5-methyl-4,5-dihydro-2H-pyridazine